NC1=C(C=C2CCC(N(C2=C1)C)=O)C1=CC(=NC=C1)C 7-Amino-1-methyl-6-(2-methylpyridin-4-yl)-3,4-dihydroquinolin-2(1H)-one